2-((3-(4-carbamoyl-1H-benzo[d]imidazol-2-yl)-4-fluorophenyl)amino)-7-cyclopentyl-N,N-dimethyl-7H-pyrrolo[2,3-d]pyrimidine-6-carboxamide C(N)(=O)C1=CC=CC=2NC(=NC21)C=2C=C(C=CC2F)NC=2N=CC1=C(N2)N(C(=C1)C(=O)N(C)C)C1CCCC1